NC1=CC=C2C(=N1)C(OC2O)(C)C 2-Amino-7,7-dimethyl-5,7-dihydrofuro[3,4-b]pyridin-5-ol